4-(4-(4-(2-(2-Aminopyridin-3-yl)-5-(6-oxo-1,6-dihydropyridin-2-yl)-3H-imidazo[4,5-b]pyridin-3-yl)benzyl)piperazin-1-yl)pyrimidine-2-carbonitrile NC1=NC=CC=C1C1=NC=2C(=NC(=CC2)C=2NC(C=CC2)=O)N1C1=CC=C(CN2CCN(CC2)C2=NC(=NC=C2)C#N)C=C1